COC=1C=C2C(=NC=NC2=CC1OC)NCC1=CC=C(C=C1)P(O)(O)=O (4-(((6,7-dimethoxyquinazolin-4-yl)amino)methyl)phenyl)phosphonic acid